C(C(C)C)C=1C=C(C=CC1)C1[C@@H]2CN(C[C@H]12)C(=O)C1CC2(C1)NC(OC2)=O 2-((1R,5S,6S)-6-(3-isobutylphenyl)-3-azabicyclo[3.1.0]hexane-3-carbonyl)-7-oxa-5-azaspiro[3.4]octan-6-one